3-(5-((7-(4-methyl-1,4-diazepan-1-yl)heptyl)amino)-4-oxo-2-(trifluoromethyl)quinazolin-3(4H)-yl)piperidine-2,6-dione CN1CCN(CCC1)CCCCCCCNC1=C2C(N(C(=NC2=CC=C1)C(F)(F)F)C1C(NC(CC1)=O)=O)=O